tert-butyl N-[(3R,4R)-4-hydroxy-4-methyl-tetrahydrofuran-3-yl]carbamate O[C@@]1([C@@H](COC1)NC(OC(C)(C)C)=O)C